1,6-DI-O-PHOSPHONO-D-MANNITOL P(=O)(O)(O)OC[C@@H](O)[C@@H](O)[C@H](O)[C@H](O)COP(=O)(O)O